CC1CC=2N(CC1)C(=CN2)C(=O)OCC ethyl 7-methyl-5,6,7,8-tetrahydroimidazo[1,2-a]pyridine-3-carboxylate